4-(4-acryloyl-2-methylpiperazin-1-yl)-7-chloro-6-fluoro-1-(2-isopropyl-4-(methylthio)pyridin-3-yl)pyrido[2,3-d]Pyrimidin-2(1H)-one C(C=C)(=O)N1CC(N(CC1)C=1C2=C(N(C(N1)=O)C=1C(=NC=CC1SC)C(C)C)N=C(C(=C2)F)Cl)C